C1(=CC=CC=C1)OC(NC1=NOC(=C1)C(C)(C)C)=O (5-tert-butyl-isoxazol-3-yl)-carbamic acid phenyl ester